(4-isopropylpiperazin-1-yl)(4-(4,4,5,5-tetramethyl-1,3,2-dioxaborolan-2-yl)phenyl)methanone C(C)(C)N1CCN(CC1)C(=O)C1=CC=C(C=C1)B1OC(C(O1)(C)C)(C)C